O.[B].[Zn].[Fe].[Mg].[Ca] calcium-magnesium-iron-zinc-boron water